1,2-di(vinyl)imidazole C(=C)N1C(=NC=C1)C=C